FC(S(=O)(=O)OC=1C(=CC=C2C=NC(=NC12)NC1=CC=C(C=C1)S(=O)(=O)C)C#N)(F)F 7-cyano-2-((4-(methylsulfonyl)phenyl)amino)quinazolin-8-yl trifluoromethanesulfonate